benzoisoquinoline-1,3-dione C1(NC(CC2=CC=C3C(=C12)C=CC=C3)=O)=O